[C@@H](C)(CC)OC1=NC=2N(C=C1C(=O)NC=1C(N(C=CC1)[C@@H]1[C@@H](C1)F)=O)C=C(N2)C21COC(C2)(C1)C 7-((R)-sec-butoxy)-N-(1-((1S,2R)-2-fluorocyclopropyl)-2-oxo-1,2-dihydropyridin-3-yl)-2-(1-methyl-2-oxabicyclo[2.1.1]hexan-4-yl)imidazo[1,2-a]pyrimidine-6-carboxamide